methane di(methylphosphinic acid) salt CP(O)=O.CP(O)=O.C